N-(2-((5-methoxy-2-nitrophenyl)amino)ethyl)cyclohexanecarboxamide COC=1C=CC(=C(C1)NCCNC(=O)C1CCCCC1)[N+](=O)[O-]